FC(C(=O)O)(CC1=C(C(=CC=C1)C(F)(F)F)F)F α,α,2-trifluoro-3-(trifluoromethyl)-phenylpropionic acid